C(C)(C)(C)OC(=O)N[C@H](C(=O)OCC#N)CC=1C=C2C=CC(=NC2=CC1)C#N Cyanomethyl (S)-2-((tert-butoxy-carbonyl)amino)-3-(2-cyanoquinolin-6-yl)propanoate